tert-butyl 4-[2-[[(2S)-1-methylpyrrolidin-2-yl]methoxy]-5,6,7,8-tetrahydropyrido[3,4-d]pyrimidin-4-yl]piperazine-1-carboxylate CN1[C@@H](CCC1)COC=1N=C(C2=C(N1)CNCC2)N2CCN(CC2)C(=O)OC(C)(C)C